5-[(e)-2-(2-bromo-5-methyl-anilino)vinyl]-2,2-dimethyl-1,3-dioxane-4,6-dione BrC1=C(N/C=C/C2C(OC(OC2=O)(C)C)=O)C=C(C=C1)C